C[C@H]1O[C@H]([C@H](C[C@H]1NC(\C=C/C(C)C1=NOC=C1)=O)C)C\C=C(\C=C)/C (Z)-N-((2R,3R,5S,6S)-2,5-dimethyl-6-((E)-3-methylpent-2,4-dien-1-yl)tetrahydro-2H-pyran-3-yl)-4-(isoxazol-3-yl)pent-2-enamide